C(\C=C\C1=CC=C(C=C1)O)(=O)O.C(=O)C1=CC2=C(N(C(N2)=O)CCNC(C)=O)C=C1 N-(2-(5-formyl-2-oxo-2,3-dihydro-1H-benzo[d]imidazol-1-yl)ethyl)acetamide coumarate